13H-indeno[1',2':4,3]naphtho[1,2-b]pyran C1=C2C(OC=C1)C=1C=CC=CC1C1=C2CC=2C=CC=CC21